8-(6-(1-methyl-1H-pyrazol-4-yl)-1H-pyrrolo[2,3-b]pyridin-3-yl)-3,4-dihydrobenzo[f][1,4]oxazepin-5(2H)-one CN1N=CC(=C1)C1=CC=C2C(=N1)NC=C2C2=CC1=C(C(NCCO1)=O)C=C2